ClC1=CC=C(OCCNC(=O)C2CCN(CC2)C(CCOC2=CC=CC=C2)=O)C=C1 N-[2-(4-chlorophenoxy)ethyl]-1-(3-phenoxypropanoyl)piperidine-4-carboxamide